Tert-butyl N-[[4-(4-methylthiazol-5-yl)-2-(3-piperazin-1-ylpropyl)phenyl]methyl]carbamate CC=1N=CSC1C1=CC(=C(C=C1)CNC(OC(C)(C)C)=O)CCCN1CCNCC1